methyl N-[5-[6-[4-(4-fluoro-3-methoxy-phenyl)-5-methyl-1,2,4-triazol-3-yl]imidazo[1,2-a]pyridin-3-yl]-2-pyridyl]carbamate FC1=C(C=C(C=C1)N1C(=NN=C1C)C=1C=CC=2N(C1)C(=CN2)C=2C=CC(=NC2)NC(OC)=O)OC